3-[(1S,5R)-3,6-diazabicyclo[3.2.0]heptan-6-yl]-N-(8-fluoro-2-methyl-imidazo[1,2-a]pyridin-6-yl)thieno[2,3-b]pyrazine-6-carboxamide [C@H]12CNC[C@@H]2N(C1)C1=CN=C2C(=N1)SC(=C2)C(=O)NC=2C=C(C=1N(C2)C=C(N1)C)F